C1CCC12OCCN(C2)C2=NC=1N(C=C2)N=CC1C(=O)OCC 1-Ethyl 5-(5-oxa-8-azaspiro[3.5]nonan-8-yl)pyrazolo[1,5-a]pyrimidine-3-carboxylate